3-(methylsulfonamido)hexahydro-1H-furo[3,4-b]pyrrole-1-carboxylate CS(=O)(=O)NC1C2C(N(C1)C(=O)[O-])COC2